C(C)(C)(C)OC(C)(C)C tertbutylether